methyl 2,3-dihydrofuro[3,2-b]pyridine-5-carboxylate O1CCC2=NC(=CC=C21)C(=O)OC